dimethylethyl oleate C(CCCCCCC\C=C/CCCCCCCC)(=O)OC(C)(C)C